C1(=CC=CC=C1)S(=O)(=O)C1=C(NC2=CC=C(C=C12)Cl)C(=O)N 3-Benzenesulfonyl-5-chloroindole-2-carboxamide